COC1=C2C(NC(=NC2=CC(=C1)OC)C1=CC=C(C=C1)N1CCC(CC1)N(C)CC1=C(C=NC=C1)N1C(NC(CC1)=O)=O)=O 1-(4-(((1-(4-(5,7-dimethoxy-4-oxo-3,4-dihydroquinazolin-2-yl)phenyl)piperidin-4-yl)(methyl)amino)methyl)pyridin-3-yl)dihydropyrimidine-2,4(1H,3H)-dione